(1,1-dioxidothietan-3-yl)methyl 4-methylbenzenesulfonate CC1=CC=C(C=C1)S(=O)(=O)OCC1CS(C1)(=O)=O